FC(C1=CC=C(C=C1)N1CCC(CC1)CC(=O)N)(F)F 2-[1-[4-(trifluoromethyl)phenyl]piperidin-4-yl]acetamide